7-(((2,4-Dimethoxybenzyl)amino)methyl)-5-(methylsulfonyl)chinolin-8-ol COC1=C(CNCC2=CC(=C3C=CC=NC3=C2O)S(=O)(=O)C)C=CC(=C1)OC